ClC=1C=C(C=NC1N1N=CC=N1)NC(=O)[C@@H]1C[C@](C2=C1C=NC=1N2N=C(C1)F)(C1=CC=NN1C)C (6R,8S)-N-(5-chloro-6-(2H-1,2,3-triazol-2-yl)pyridin-3-yl)-2-fluoro-8-methyl-8-(1-methyl-1H-pyrazol-5-yl)-7,8-dihydro-6H-cyclopenta[e]pyrazolo[1,5-a]pyrimidine-6-carboxamide